(1S,7S)-2,2-difluoro-8-((R)-1-phenylethyl)-8-azabicyclo[5.1.0]octane FC1([C@H]2N([C@H]2CCCC1)[C@H](C)C1=CC=CC=C1)F